(benzyl-(methyl)amino)-N-(2-chlorophenyl)-7-(1H-pyrazol-4-yl)pyrazolo[1,5-a]pyrimidine-2-carboxamide C(C1=CC=CC=C1)N(C)C=1C(=NN2C1N=CC=C2C=2C=NNC2)C(=O)NC2=C(C=CC=C2)Cl